FC(C1(COC1)NS(=O)(=O)C(C)(C)C)F N-(3-(difluoromethyl)oxetan-3-yl)-2-methylpropan-2-sulfonamide